2-chloro-1-fluoro-4-(2-isothiocyanato-1-methoxypropan-2-yl)benzene tert-Butyl-(R)-10-((4-(2-fluorophenyl)-6-oxopyrimidin-1(6H)-yl)methyl)-7-azaspiro[4.5]decane-7-carboxylate C(C)(C)(C)OC(=O)N1CC2(CCCC2)[C@@H](CC1)CN1C=NC(=CC1=O)C1=C(C=CC=C1)F.ClC1=C(C=CC(=C1)C(COC)(C)N=C=S)F